N=1N=C(NC1)C=1C=C(C=CC1)C1=CC=C(S1)CN1C(NN=C1)=O 4-(5-[3-(4H-1,2,4-triazol-3-yl)phenyl]thiophen-2-ylmethyl)-2,4-dihydro-3H-1,2,4-triazol-3-one